6-chloro-5-methyl-N-(1-methylpiperidin-3-yl)pyrazin-3-amine ClC1=C(N=C(C=N1)NC1CN(CCC1)C)C